CS(=O)(=O)N1CCC(CC1)NC1=NC=C(C(=N1)C=1N=CN(C1)C1=C(C=C(C#N)C=C1)C#N)C(F)(F)F 4-(4-(2-((1-(Methylsulfonyl)piperidin-4-yl)amino)-5-(trifluoromethyl)pyrimidin-4-yl)-1H-imidazol-1-yl)isophthalonitrile